2,2,2-trifluoroethyl (S)-2-amino-3-(1H-pyrrolo[2,3-b]pyridin-3-yl)propanoate N[C@H](C(=O)OCC(F)(F)F)CC1=CNC2=NC=CC=C21